C(C1=CC=CC=C1)N1[C@H](C[C@@H](CC1)NC1=C2C(=NC=C1C(=O)NC)NC=C2)C 4-((trans-1-Benzyl-2-methylpiperidin-4-yl)amino)-N-methyl-1H-pyrrolo[2,3-b]pyridine-5-carboxamide